2-[7-(cis-3-hydroxy-3-methylcyclobutyl)-5,6-dimethyl-7H-pyrrolo[2,3-c]pyridazin-3-yl]-3-methyl-5-(trifluoromethyl)phenol OC1(CC(C1)N1C(=C(C2=C1N=NC(=C2)C2=C(C=C(C=C2C)C(F)(F)F)O)C)C)C